C(C1=CC=CC=C1)N1CC(OCC1)C1=NNC2=CC=CC=C12 3-(4-benzylmorpholin-2-yl)-1H-indazole